2,8-dimethyl-1-oxo-1,2-dihydrophthalazin-5-yl trifluoromethanesulfonate FC(S(=O)(=O)OC1=C2C=NN(C(C2=C(C=C1)C)=O)C)(F)F